2'-chloro-N-(5-ethoxy-1,3-benzothiazol-2-yl)-5'-methoxy-6-methyl-[4,4'-bipyridine]-3-carboxamide ClC1=NC=C(C(=C1)C1=C(C=NC(=C1)C)C(=O)NC=1SC2=C(N1)C=C(C=C2)OCC)OC